OC1=C(C=C(C=C1C(C)(C)C)C(C)(C)C)N1N=C2C(=N1)C=CC=C2C2=C(C(=CC(=C2)C(C)(C)C)C(C)(C)C)O 2,4-bis(2-hydroxy-3,5-di-tert-butylphenyl)benzotriazole